6-[[2-(5-Fluoro-3-pyridyl)-8-isopropyl-pyrazolo[1,5-a][1,3,5]triazin-4-yl]amino]-6,8-dihydro-5H-pyrido[2,3-d]pyrimidin-7-one FC=1C=C(C=NC1)C1=NC=2N(C(=N1)NC1CC3=C(N=CN=C3)NC1=O)N=CC2C(C)C